NC=1C=CC2=C(CN(C[C@H](C2)CC)CC2=CC(=CC=3C=CSC32)[C@@H](CC(=O)OCC)C3=C(C2=C(N(N=N2)C)C=C3)C)N1 ethyl (3R)-3-(7-{[(6S)-2-amino-6-ethyl-5,6,7,9-tetrahydro-8H-pyrido[2,3-c]azepin-8-yl]methyl}-1-benzothiophen-5-yl)-3-(1,4-dimethyl-1H-benzotriazol-5-yl)propanoate